C(C)(C)OC=1C=CC(=NC1)N1CC[C@@H]2CN(CC[C@@H]21)C(=O)OCC2=CC=CC=C2 benzyl (3aR,7aS)-1-(5-isopropoxy-2-pyridyl)-3,3a,4,6,7,7a-hexahydro-2H-pyrrolo[3,2-c]pyridine-5-carboxylate